C(C1=CC=CC=C1)OC1=C(C=C(C=C1)O[Si](C)(C)C(C)(C)C)CCC(=O)OC(C)(C)C tert-butyl 3-(2-(benzyloxy)-5-((tert-butyldimethylsilyl)oxy)phenyl)propanoate